4-(6-hydrazinyl-9-(6-methylpyridin-2-yl)-9H-purin-2-yl)morpholine N(N)C1=C2N=CN(C2=NC(=N1)N1CCOCC1)C1=NC(=CC=C1)C